FC=1C=C(C=C(C1)F)C1CC=NN1C(=O)C12CC(C1)(C2)CN2C=NC1=C2C=C(C=C1)C#N 1-((3-(5-(3,5-difluorophenyl)-4,5-dihydro-1H-pyrazole-1-carbonyl)bicyclo[1.1.1]-pentan-1-yl)methyl)-1H-benzo[d]imidazole-6-carbonitrile